Hexamethyl-disiloxane C[Si](O[Si](C)(C)C)(C)C